C1(=C(C(=CC=C1)C)C)S(=O)C1=C(C(=CC=C1)C)C dixylyl sulfoxide